4-(4-chlorophenyl)-N-((tetrahydrofuran-2-yl)methyl)pyrido[3,4-d]pyridazin-1-amine ClC1=CC=C(C=C1)C=1N=NC(=C2C1C=NC=C2)NCC2OCCC2